3-fluoro-4-(2-(pyrrolidin-1-yl)ethoxy)benzyl (1-hydroxy-7-methyl-1,3-dihydrobenzo[c][1,2]oxaborole-6-carbonyl)-L-valinate OB1OCC2=C1C(=C(C=C2)C(=O)N[C@@H](C(C)C)C(=O)OCC2=CC(=C(C=C2)OCCN2CCCC2)F)C